FC=1N(N=C2C1N(C(C=C2O)=O)C)C2OCCCC2 3-fluoro-7-hydroxy-4-methyl-2-(tetrahydro-2H-pyran-2-yl)-2,4-dihydro-5H-pyrazolo[4,3-b]pyridin-5-one